NC1=C2C(=NC(=N1)Cl)N(N=C2)CC=2C=CC(=C(CCOS(=O)(=O)C1=CC=C(C=C1)C)C2)Br 5-((4-amino-6-chloro-1H-pyrazolo[3,4-d]pyrimidin-1-yl) methyl)-2-bromo-phenethyl-4-methylbenzenesulfonate